(1S,2R,3S,4R)-4-(6-amino-2-chloro-9H-purin-9-yl)cyclopentane-1,2,3-triol NC1=C2N=CN(C2=NC(=N1)Cl)[C@H]1[C@@H]([C@@H]([C@H](C1)O)O)O